1-(Azetidin-1-ylmethyl)-N-((1,2,3,5,6,7-hexahydro-s-indacen-4-yl)carbamoyl)cyclopropane-1-sulfonamide, potassium salt [K].N1(CCC1)CC1(CC1)S(=O)(=O)NC(NC1=C2CCCC2=CC=2CCCC12)=O